S1C(=CC=C1)C(=O)C=1C=C2C=3C=C(C=CC3N(C2=CC1)CC)C(C(CC1CCCCC1)=O)=O 1-(6-thiophenoyl-9-ethylcarbazol-3-yl)-(3-cyclohexyl)-propane-1,2-Dione